FC1=C(C(=CC=C1)F)NC(=O)N1CCC(CC1)N1N=C(C=CC1=O)N1N=C(C=C1C)C N-(2,6-difluorophenyl)-4-[3-(3,5-dimethylpyrazol-1-yl)-6-oxopyridazin-1-yl]piperidine-1-carboxamide